tert-Butyl 2-methyl-2-(4-(1-(4-(trifluoromethoxy)phenyl)-1H-1,2,4-triazolyl)benzyl)hydrazine-1-carboxylate CN(NC(=O)OC(C)(C)C)CC1=CC=C(C=C1)C1=NN(C=N1)C1=CC=C(C=C1)OC(F)(F)F